NCC(C)(O)C 1-Amino-2-methylpropan-2-ol